N-(5-(3'-Methyl-2'-oxo-2',3'-dihydrospiro[cyclopropane-1,1'-pyrrolo[2,3-c]quinolin]-8'-yl)-2-((1-methylpiperidin-3-yl)methoxy)pyridin-3-yl)cyclopropanesulfonamide CN1C(C2(C3=C1C=NC=1C=CC(=CC31)C=3C=C(C(=NC3)OCC3CN(CCC3)C)NS(=O)(=O)C3CC3)CC2)=O